5-[(4-chloro-2-fluorophenyl)amino]-4-methylpyridin ClC1=CC(=C(C=C1)NC=1C(=CC=NC1)C)F